C(CCCCCCC)ONC(C(=C)C)=O N-octyloxymethacrylamide